COC1=C(C(=CC=C1)OC[C@@H]1CNCCC1)C1=CC(=NN1)NC=1N=C(C(=NC1)C#N)C (S)-5-((5-(2-methoxy-6-(piperidin-3-ylmethoxy)phenyl)-1H-pyrazol-3-yl)amino)-3-methylpyrazine-2-carbonitrile